O=C([C@H](O)[C@@H](O)[C@H](O)[C@H](O)C(=O)[O-])[O-].[K+].[K+] potassium D-glucarate